1-(3-((5-amino-6-chloropyrimidin-4-yl)amino)-4-(4-methylpiperazin-1-yl)phenyl)-N-(3-morpholinopropyl)-1H-1,2,3-triazole-4-carboxamide NC=1C(=NC=NC1Cl)NC=1C=C(C=CC1N1CCN(CC1)C)N1N=NC(=C1)C(=O)NCCCN1CCOCC1